(2R,4R)-6-chloro-N-{3-[3-(4-chloro-3-fluorophenyl)-1H-pyrrol-1-yl]bicyclo[1.1.1]pent-1-yl}-4-hydroxy-3,4-dihydro-2H-1-benzopyran-2-carboxamide ClC=1C=CC2=C([C@@H](C[C@@H](O2)C(=O)NC23CC(C2)(C3)N3C=C(C=C3)C3=CC(=C(C=C3)Cl)F)O)C1